2E-decenoate C(\C=C\CCCCCCC)(=O)[O-]